8-methyl-nonen-5-one ethyl-1-(6-bromohexyl)-4-[(tert-butoxycarbonyl)amino]pyrrole-2-carboxylate C(C)OC(=O)C=1N(C=C(C1)NC(=O)OC(C)(C)C)CCCCCCBr.CC(CCC(CCC=C)=O)C